(4-amino-2-(phenylamino)-7-(pyridin-4-yl)pyrazolo[1,5-a]pyrazin-6-yl)benzonitrile NC=1C=2N(C(=C(N1)C1=C(C#N)C=CC=C1)C1=CC=NC=C1)N=C(C2)NC2=CC=CC=C2